5-(3-phenylpropionyl)-1,3-isobenzofurandione C1(=CC=CC=C1)CCC(=O)C=1C=C2C(OC(C2=CC1)=O)=O